FC1(CN(C1)C(=O)C=1N(C2=CC(=CC=C2C1)C1=NC=CC(=N1)NC1=CC=C(C=C1)C=1C=NNC1C)C)F (3,3-difluoroazetidin-1-yl)(1-methyl-6-(4-((4-(5-methyl-1H-pyrazol-4-yl)phenyl)amino)pyrimidin-2-yl)-1H-indol-2-yl)methanone